C1(=CC=CC=C1)C=1C=C2C=CC3=CC(=CC4=CC=C(C1)C2=C43)C4=CC=CC=C4 Diphenylpyrene